Cl.NCCCN1CCC(CC1)N1N=CC(=C1)NC1=NC=C(C(=N1)OC1CC1)C(=O)NC1=C(C=CC=C1Cl)Cl 2-({1-[1-(3-aminopropyl)piperidin-4-yl]-1H-pyrazol-4-yl}amino)-4-cyclopropoxy-N-(2,6-dichlorophenyl)pyrimidine-5-carboxamide hydrochloride